C1CNCCC12CCC(CC2)CN2CCC(CC2)C2=CC=C1C(=NN(C1=C2)C)C2C(NC(CC2)=O)=O 3-(6-(1-((3-azaspiro[5.5]undec-9-yl)methyl)piperidin-4-yl)-1-methyl-1H-indazol-3-yl)piperidine-2,6-dione